FC(C(=O)O)(F)F.[C@H]12CNC[C@@H]2C1CN(C(C)=O)CC N-[(1R,5S,6r)-3-azabicyclo[3.1.0]hex-6-ylmethyl]-N-ethylacetamide trifluoroacetic acid salt